C(#N)[C@H]1N(CSC1)C(CNC(=O)C1=CC=NC2=CC=C(C=C12)N1CC(C1)CF)=O (R)-N-(2-(4-Cyanothiazolidin-3-yl)-2-oxoethyl)-6-(3-(fluoromethyl)-azetidin-1-yl)quinoline-4-carboxamide